FC1=C(C=CC(=C1)COC=1SC=C(N1)C)C1=NOC(=N1)C(F)(F)F 3-(2-fluoro-4-{[(4-methyl-1,3-thiazol-2-yl)oxy]methyl}phenyl)-5-(trifluoromethyl)-1,2,4-oxadiazole